3-(4,5-dihydro-1H-pyrazol-5-yl)-5-fluoropyridine trifluoroacetate FC(C(=O)O)(F)F.N1N=CCC1C=1C=NC=C(C1)F